Titanium(IV) diisopropoxide bis-(ethylacetoacetate) C(C)CC(CC(=O)[O-])=O.C(C)CC(CC(=O)[O-])=O.CC([O-])C.CC([O-])C.[Ti+4]